rel-(2S,5R)-7-oxo-6,14-dioxa-8,20,22,25-tetraazatetracyclo[19.2.2.1^{2,5}.1^{15,19}]heptacosa-1(23),15,17,19(26),21,24-hexaene-16-sulfonamide O=C1O[C@@H]2CC[C@H](C3=CN=C(NC=4C=CC(=C(OCCCCCN1)C4)S(=O)(=O)N)N=C3)C2 |o1:3,6|